C(N)(OCC1(CCC(CC1)NC1=C2CN(C(C2=CC=C1)=O)C=1C(=NC(=CC1)OCC1=CC=CC=C1)OCC1=CC=CC=C1)O)=O (((1R,4R)-4-((2-(2,6-bis(benzyloxy) pyridin-3-yl)-1-oxoisoindolin-4-yl) amino)-1-hydroxycyclohexyl) methyl) carbamate